5-(chloromethyl)-2-methylpyridine hydrochloride Cl.ClCC=1C=CC(=NC1)C